4-(1H-IMIDAZOL-2-YL)-BENZALDEHYDE N1C(=NC=C1)C1=CC=C(C=O)C=C1